5-[[2-[(2,4-dimethoxyphenyl)methylamino]-3-fluoropyridin-4-yl]methyl]-3,4-difluoro-2-(2-fluoro-4-iodoanilino)benzoic acid COC1=C(C=CC(=C1)OC)CNC1=NC=CC(=C1F)CC=1C(=C(C(=C(C(=O)O)C1)NC1=C(C=C(C=C1)I)F)F)F